C1(CC1)N(C(OC(C)(C)C)=O)CCCN1C=NC2=C1C(=CC=C2)B2OC(C(O2)(C)C)(C)C tert-butyl N-cyclopropyl-N-[3-[7-(4,4,5,5-tetramethyl-1,3,2-dioxaborolan-2-yl)benzimidazol-1-yl]propyl]carbamate